C1(=CC=CC=C1)N1C(=NN=C1C1=CC=CC=C1)C1=CC=C(C=C1)C1=CC=C(C=C1)N(C1=CC=CC=C1)C1=CC=CC=C1 4'-(4,5-diphenyl-4H-1,2,4-triazol-3-yl)-N,N-diphenyl-[1,1'-biphenyl]-4-amine